FC1=C(C=CC=C1)C(CC(C#N)C=N)=O 4-(2-fluorophenyl)-2-(iminomethyl)-4-oxobutyronitrile